4-(7-{[(2-fluorophenyl)methyl]amino}-[1,2,4]triazolo[1,5-a]pyridin-5-yl)benzonitrile FC1=C(C=CC=C1)CNC1=CC=2N(C(=C1)C1=CC=C(C#N)C=C1)N=CN2